NC=1C=C(C=NC1C=1OC(=NN1)CO)S(=O)(=O)N(C)CC1=CC=CC=C1 5-Amino-N-benzyl-6-[5-(hydroxymethyl)-1,3,4-oxadiazol-2-yl]-N-methylpyridine-3-sulfonamide